(-)-8-((1R,2R)-2-hydroxy-2-(methyl-d3)cyclopentyl)-6-(difluoromethyl-d)-2-((1-((methyl-d3)sulfonyl)piperidin-4-yl-4-d)-amino)pyrido[2,3-d]pyrimidin-7(8H)-one O[C@]1([C@@H](CCC1)N1C(C(=CC2=C1N=C(N=C2)NC2(CCN(CC2)S(=O)(=O)C([2H])([2H])[2H])[2H])C([2H])(F)F)=O)C([2H])([2H])[2H]